C(C)(C)(C)N1N=CC(=C1)C=1C=C(NC[C@@H]2CC[C@H](CC2)C2=NC(=C(C=C2)OC)C)C=CC1 3-(1-(tert-Butyl)-1H-pyrazol-4-yl)-N-((trans-4-(5-methoxy-6-methylpyridin-2-yl)cyclohexyl)methyl)aniline